NC1=NC=C(C2=C1C(=C(N2C)C2=C(C=C(C=C2)NC(=O)C(=C)F)C)C2=CC(=C(C(=O)NCC(F)(F)F)C=C2)OC)C#CC(C)(C)O 4-(4-amino-2-{4-[(2-fluoroacrylamino)]-2-methylphenyl}-7-(3-hydroxy-3-methylbut-1-ynyl)-1-methylpyrrolo[3,2-c]pyridin-3-yl)-2-methoxy-N-(2,2,2-trifluoroethyl)benzamide